(R)-3-butyl-8-hydroxy-3-methyl-7-(methylthio)-5-phenyl-2,3,4,5-tetrahydro-1,5-benzothiazepine 1,1-dioxide C(CCC)[C@]1(CS(C2=C(N(C1)C1=CC=CC=C1)C=C(C(=C2)O)SC)(=O)=O)C